1-[5-chloro-2-(4-methyl-1,4-diazepan-1-yl)pyrimidin-4-yl]-N-(1-{imidazo[1,2-a]pyridin-3-yl}ethyl)azetidine-3-carboxamide aluminum [Al].ClC=1C(=NC(=NC1)N1CCN(CCC1)C)N1CC(C1)C(=O)NC(C)C1=CN=C2N1C=CC=C2